FS(=O)(=O)C(C(=O)O)(F)F 2-(fluorosulphonyl)difluoroacetic acid